C1(=CC=CC=C1)S(=O)ONC(C)=O.[Na] sodium acetamido benzenesulfinate